CC=1C=NC=C(C1)CN1CCN(CC1)C 3-methyl-5-((4-methylpiperazin-1-yl)methyl)pyridin